(2S,3R)-p-methylsulfonyl-benzaldehyde CS(=O)(=O)C1=CC=C(C=O)C=C1